FC=1C=NC=CC1I 3-fluoro-4-iodopyridine